ClC1=CN(C2=NC=CC(=C21)OC2=C(C=C(C=C2F)NC=2OCC1(CCCC1)CN2)F)COCC[Si](C)(C)C N-{4-[(3-chloro-1-{[2-(trimethylsilyl)ethoxy]methyl}-1H-pyrrolo[2,3-b]pyridin-4-yl)oxy]-3,5-difluorophenyl}-7-oxa-9-azaspiro[4.5]dec-8-en-8-amine